OC1(C(CCC1)(C(=O)[O-])C)CN1N=CN=C1 2-hydroxy-1-methyl-2-(1H-1,2,4-triazol-1-ylmethyl)cyclopentanecarboxylate